(S)-N-(4-(3-aminopiperidin-1-yl)-5-(1-(2,2,2-trifluoroethyl)-1H-pyrazol-4-yl)pyridin-2-yl)-1-(3-fluoropropyl)-1H-pyrazolo[3,4-b]pyridin-6-amine N[C@@H]1CN(CCC1)C1=CC(=NC=C1C=1C=NN(C1)CC(F)(F)F)NC1=CC=C2C(=N1)N(N=C2)CCCF